2-(3-acetyl-5-(2-methylpyrimidin-5-yl)-1H-indazol-1-yl)-1-((2S,4R)-2-((S)-2-(6-bromopyridin-2-yl)-1-hydroxyethyl)-4-fluoropyrrolidin-1-yl)ethanone C(C)(=O)C1=NN(C2=CC=C(C=C12)C=1C=NC(=NC1)C)CC(=O)N1[C@@H](C[C@H](C1)F)[C@H](CC1=NC(=CC=C1)Br)O